4-(aminomethyl)-6-(5-(hydroxymethyl)pyridin-3-yl)phthalazin-1(2H)-one NCC1=NNC(C2=CC=C(C=C12)C=1C=NC=C(C1)CO)=O